O[C@@H]1[C@@H](C[C@@]23CC[C@]4([C@@]5([C@H]6C(C[C@@H]7C(C=C(C[C@H]7[C@@]6(C[C@@]4(N2C[C@@H]1O3)OC(C5)=O)C)C)=O)=O)C)C)C (1R,3S,4R,9S,12S,13S,14S,17S,19R,20R,21S)-20-hydroxy-3,6,13,14,19-pentamethyl-24,27-dioxa-23-azaheptacyclo[11.10.3.117,21.01,14.03,12.04,9.017,23]heptacos-6-ene-8,11,25-trione